Methyl 6-oxo-1-((tetrahydro-2H-pyran-4-yl) methyl)-5-(p-tolyl)-1,6-dihydropyridine-3-carboxylate O=C1C(=CC(=CN1CC1CCOCC1)C(=O)OC)C1=CC=C(C=C1)C